3-(6-fluoro-5-(2'-hydroxy-[1,1'-biphenyl]-4-yl)-1H-indazol-3-yl)-propanoic acid FC1=C(C=C2C(=NNC2=C1)CCC(=O)O)C1=CC=C(C=C1)C1=C(C=CC=C1)O